FC1=C(C=CC2=C1C1=C(SC(=C1)N1CCCC1)C1=C(C2=O)C=CC=C1)F 4,5-difluoro-2-(pyrrolidin-1-yl)-8H-dibenzo[3,4:6,7]cyclohepta[1,2-b]thiophen-8-one